7-(cyclopropylmethoxy)-5-fluoro-2-(2,7-diazaspiro[3.5]nonan-2-yl)quinazolin-4(3H)-one hydrochloride Cl.C1(CC1)COC1=CC(=C2C(NC(=NC2=C1)N1CC2(C1)CCNCC2)=O)F